C[C@H]1CC[C@@H](OC1=O)[C@@H](C)[C@H]2CC[C@@H]3[C@@]2(CC[C@H]4[C@H]3CCC5=CC(=O)C=C[C@]45C)C The molecule is a withanolide that is (22R,25S)-22,26-epoxycholesta-1,4-dien-26-one substituted by an oxo group at position 3. Isolated from Paraminabea acronocephala,it exhibits anti-inflammatory activity. It has a role as an anti-inflammatory agent and a coral metabolite. It is a delta-lactone, an organic heterotetracyclic compound, a withanolide, a cholestanoid and a 3-oxo-Delta(1),Delta(4)-steroid.